ClCC/C(=C(\C1=CC=CC=C1)/C1=CC=C(OCCN(C(CCOCCOCCOCCOCCSC2=C3CN(C(C3=CC=C2)=O)C2C(NC(CC2)=O)=O)=O)C)C=C1)/C1=CC=CC=C1 (Z)-N-(2-(4-(4-chloro-1,2-diphenylbut-1-en-1-yl)phenoxy)ethyl)-1-((2-(2,6-dioxopiperidin-3-yl)-1-oxoisoindolin-4-yl)sulfanyl)-N-methyl-3,6,9,12-tetraoxapentadecane-15-amide